C1(=CC=C(C=C1)N1CCN(CC1)CCC1OC(C2(C1)CCN(CC2)S(=O)(=O)C(F)(F)F)=O)C 3-(2-(4-(p-tolyl)piperazin-1-yl)ethyl)-8-((trifluoromethyl)sulfonyl)-2-oxa-8-azaspiro[4.5]decan-1-one